N1=CNC2=NC=CC(=C21)C=2C=NN(C2)C2=CC=C(C=N2)C(CC(=O)NC)C(F)(F)F 3-(6-(4-(3H-imidazo[4,5-b]pyridin-7-yl)-1H-pyrazol-1-yl)pyridin-3-yl)-4,4,4-trifluoro-N-methylbutanamide